ClC1=C(C=CC=C1N1ONC2=NC(=CN=C2O1)Cl)NC(=O)C=1C=CC=C2C=CN(C12)C N-(2-chloro-3-(7-chloro-2,4-dioxa-1,2-dihydropteridine-3(4H)-yl)phenyl)-1-methyl-1H-indole-7-carboxamide